2-((4-(2-(diethylamino)ethoxy)phenyl)amino)-6-(4-hydroxy-3-nitrophenyl)-8-methylpyrido[2,3-d]pyrimidin-7(8H)-one C(C)N(CCOC1=CC=C(C=C1)NC=1N=CC2=C(N1)N(C(C(=C2)C2=CC(=C(C=C2)O)[N+](=O)[O-])=O)C)CC